C1(=C(C(=CC(=C1)C)C)B1C2=C(N3C=4C1=C1C(=CC4N4C5=C(C6=C(C=C35)C=CC=C6)B(C6=C4C=CC=C6)C6=C(C=C(C=C6C)C)C)C=CCC1)C=CC=C2)C 5,16-Dimesityl-5H,6H-dibenzo[b,i]benzo[5,6][1,4]azaborino[3,2,1-de]benzo[5,6][1,4]azaborino[3,2,1-kl]phenazine